3-(4-(1,1'-dimethyl-2',6-dioxo-1,1',2',6-tetrahydro-[4,4'-bipyridin]-3-yl)-1H-pyrazol-1-yl)-4-methoxybenzonitrile CN1C=C(C(=CC1=O)C1=CC(N(C=C1)C)=O)C=1C=NN(C1)C=1C=C(C#N)C=CC1OC